N1(N=CC=C1)CC1OC2=C(C(=CC=C2CC1)F)C#N ((1H-pyrazol-1-yl)methyl)-7-fluorochroman-8-carbonitrile